The molecule is a monocarboxylic acid anion that results from the removal of a proton from the carboxylic acid group of germacra-1(10),4,11(13)-trien-12-oic acid. It is a conjugate base of a germacra-1(10),4,11(13)-trien-12-oic acid. C/C/1=C\\CC/C(=C/C[C@@H](CC1)C(=C)C(=O)[O-])/C